OC[C@H]1C(NCC(N1)=O)=O (S)-3-hydroxymethyl-2,5-piperazinedione